ClC1=CC(=C2C=CNC2=C1)O[C@H]1CN(CC[C@H]1F)C(=O)OC(C)(C)C tert-butyl (3S,4R)-3-((6-chloro-1H-indol-4-yl)oxy)-4-fluoropiperidine-1-carboxylate